7-bromo-N4,N4-bis(4-methoxybenzyl)-N2-(pentan-2-yl)imidazo[2,1-f][1,2,4]triazine-2,4-diamine BrC1=CN=C2C(=NC(=NN21)NC(C)CCC)N(CC2=CC=C(C=C2)OC)CC2=CC=C(C=C2)OC